ClC=1N=C(C(=NC1)C)OC1CCC1 5-chloro-3-(cyclobutoxy)-2-methyl-pyrazine